(tert-butoxycarbonyl)-L-leucyl-L-cysteine methyl ester COC([C@@H](NC([C@@H](NC(=O)OC(C)(C)C)CC(C)C)=O)CS)=O